3-(chloromethyl)benzoic acid ClCC=1C=C(C(=O)O)C=CC1